N-((1-aminoisoquinolin-6-yl)methyl)-5-bromo-2-(((1-methylpiperidin-4-yl)methyl)amino)nicotinamide NC1=NC=CC2=CC(=CC=C12)CNC(C1=C(N=CC(=C1)Br)NCC1CCN(CC1)C)=O